(1R,3S)-3-(3-{[(2-methyl-1,3-thiazol-5-yl)acetyl]-amino}-1H-pyrazol-5-yl)cyclopentyl [(2ξ)-1,1,1-trifluorobutan-2-yl]carbamate FC(C(CC)NC(O[C@H]1C[C@H](CC1)C1=CC(=NN1)NC(CC1=CN=C(S1)C)=O)=O)(F)F